CN(C1=CC=C(C=C1)N1C(=C(C2=C(C(=CC=C12)O)CN1CCCCC1)C(C)=O)C)C 1-(1-(4-(dimethylamino)phenyl)-5-hydroxy-2-methyl-4-(piperidin-1-ylmethyl)-1H-indol-3-yl)ethan-1-one